3,9-bis[2-[β-(3-tert-butyl-4-hydroxymethylphenyl)propionyloxy]-1,1-dimethylethyl]-2,4,8,10-tetraoxaspiro[5.5]undecane C(C)(C)(C)C=1C=C(C=CC1CO)CCC(=O)OCC(C)(C)C1OCC2(CO1)COC(OC2)C(COC(CCC2=CC(=C(C=C2)CO)C(C)(C)C)=O)(C)C